(3,4-dimethylbenzyl)-2-methyltetrahydro-2H-pyran-4-amine CC=1C=C(CC2(OCCC(C2)N)C)C=CC1C